C[C@@H]1OC[C@]1(C)NS(=O)(=O)C=1C=C2C(N(C(N(C2=CC1)CC)=O)CC)=O |o1:1,4| rel-N-[(2S,3S)-2,3-dimethyloxetan-3-yl]-1,3-diethyl-2,4-dioxoquinazoline-6-sulfonamide